BrC1=CC2=CN(N=C2C(=C1)CNS(=O)(=O)C)C N-[(5-bromo-2-methyl-indazol-7-yl)methyl]methanesulfonamide